1'-(cyclobutylmethyl)-5-fluoro-4'-oxo-1',4'-dihydro-[2,3'-bipyridine]-5'-carboxamide C1(CCC1)CN1C=C(C(C(=C1)C(=O)N)=O)C1=NC=C(C=C1)F